C(C1CCCO1)NCC1=CC(=C(C(=C1)OC)OC)CNCC1CCCO1 1,3-Bis(tetrahydrofurfurylaminomethyl)-4,5-dimethoxybenzol